1-methyl-3-butylpyrrolium acetate C(C)(=O)[O-].C[NH+]1C=C(C=C1)CCCC